O=C1N(C(C2=CC=CC=C12)=O)CC(C#CC1(CC1)N1CCN(CC1)C(=O)OC(C)(C)C)O tert-butyl 4-{1-[4-(1,3-dioxoisoindol-2-yl)-3-hydroxybut-1-yn-1-yl]cyclopropyl}piperazine-1-carboxylate